chloromethyl tert-butyl cyclopropane-1,2-dicarboxylate C1(C(C1)C(=O)OC(C)(C)C)C(=O)OCCl